FC(COC(CF)F)(F)F 1,2-difluoroethyl 2,2,2-trifluoroethyl ether